OC[C@H](C1=CC=CC=C1)NC1=CC(=NC=C1C1=NC(=NO1)C1=CC=NC=C1)NC=1N=CC2=C(N1)C(OB2O)(C)C (S)-5-((4-((2-hydroxy-1-phenylethyl)amino)-5-(3-(pyridin-4-yl)-1,2,4-oxadiazol-5-yl)pyridin-2-yl)amino)-3,3-dimethyl-[1,2]oxaborolo[4,3-d]pyrimidin-1(3H)-ol